COC1=CC=C(C=C1)N N-(4-methoxyphenyl)amine